imidazole compound with hydrobromic acid Br.N1C=NC=C1